glycerotetrulose OCC(=O)[C@H](O)CO